isobutyl 3,3-dimethylbutyrate CC(CC(=O)OCC(C)C)(C)C